4-[1-(4-chloro-2-fluorophenyl)piperidin-4-yl]-1-methyl-1H-pyrazol ClC1=CC(=C(C=C1)N1CCC(CC1)C=1C=NN(C1)C)F